Ethoxy-N-[(3R)-1-methylpyrrolidin-3-yl]-[2,3'-bipyridine]-6-carboxamide C(C)OC=1C(=NC(=CC1)C(=O)N[C@H]1CN(CC1)C)C=1C=NC=CC1